iron-sodium hydroxide [OH-].[Na+].[Fe+2].[OH-].[OH-]